C1CCN2CCCC12COC=1N=CC2=C(N1)C=C(N=C2)C2=C(C=CC=C2)[C@H]2[C@H](C2)C (hexahydro-1H-pyrrolizin-7a-yl)methoxy-7-(2-((1R,2S)-2-methylcyclopropyl)phenyl)pyrido[4,3-d]pyrimidine